FC([C@H](C)NC1CCC(CC1)N)(F)F (1r,4S)-N1-((S)-1,1,1-trifluoropropan-2-yl)cyclohexane-1,4-diamine